NC=1OC(=NN1)CC1=CC=CC=C1 2-amino-5-benzyl-1,3,4-oxadiazole